CC1N(CCNC1)C1=CC=CC=C1 methyl-phenylpiperazine